(S)-3-(1-cyanocyclopropyl)-7-(2,2-dimethyl-tetrahydro-2H-pyran-4-yl)indolizine-2-carboxylic acid ethyl ester C(C)OC(=O)C=1C=C2C=C(C=CN2C1C1(CC1)C#N)[C@@H]1CC(OCC1)(C)C